FC(C=1C(=CNC(C1)=O)C(=O)NC1=C(C=C(C(=C1)C=1C=NC(=NC1)N1CCOCC1)F)N1CCN(CC1)C)F 4-(difluoromethyl)-N-(4-fluoro-2-(4-methylpiperazin-1-yl)-5-(2-morpholinopyrimidin-5-yl)phenyl)-6-oxo-1,6-dihydropyridine-3-carboxamide